C(C=1C(O)=CC=CC1)(=O)O.NCCC1=CC(O)=C(O)C=C1 Dopamine Salicylate